C(=O)([O-])C(O)C(O)C(=O)[O-].C(=O)([O-])C(O)C(O)C(=O)[O-].OCC[N+](C)(C)C.OCC[N+](C)(C)C.OCC[N+](C)(C)C.OCC[N+](C)(C)C Choline ditartrate